α-2-methylpentylstyrene CC(CC(=C)C1=CC=CC=C1)CCC